7-(3-fluoro-4-(trifluoromethyl)phenyl)-N-(isoquinolin-6-yl)-5-methyl-2-((8-methyl-2,8-diazaspiro[4.5]decan-2-yl)methyl)-4,7-dihydropyrazolo[1,5-a]pyrimidine-6-carboxamide FC=1C=C(C=CC1C(F)(F)F)C1C(=C(NC=2N1N=C(C2)CN2CC1(CC2)CCN(CC1)C)C)C(=O)NC=1C=C2C=CN=CC2=CC1